CC1=C(C=CC(=C1)C)NC([2H])([2H])[2H] 2,4-Dimethyl-N-(methyl-d3)benzenamine